C(=O)(C=C)CC(=O)O.C1(=CC=CC=C1)C1=NC=CC2=CC=CC=C12.C1(=CC=CC=C1)C1=NC=CC2=CC=CC=C12 bis(1-phenylisoquinoline) (acryl-acetate)